[Na].ClC(CCCCCC[C@H]1CCC[C@@H]1CCCCCCCC)O chloroprostanol sodium